C(C1=CC=CC=C1)OCC(C)(C)C=1N=C(C2=CC3=C(C=C2C1C1=CC(=C(C=C1)F)F)C=NN3C3OCCCC3)CCOC3=CC=C(C(=O)[O-])C=C3 4-[6-(2-benzyloxy-1,1-dimethyl-ethyl)-5-(3,4-difluorophenyl)-1-tetrahydropyran-2-yl-pyrazolo[4,3-g]Isoquinolin-8-yl]Ethyloxybenzoate